CC=1C(=NON1)C(=O)N[C@H](C=1N=C2N(N=C(C=C2)CC2C(NC[C@@H](C2)C(F)(F)F)=O)C1)C1CCC(CC1)C 4-methyl-N-((1S)-((1R,4S)-4-methylcyclohexyl)(6-(((5R)-2-oxo-5-(trifluoromethyl)piperidin-3-yl)methyl)imidazo[1,2-b]pyridazin-2-yl)methyl)-1,2,5-oxadiazole-3-carboxamide